6-{4-fluoro-2-[methyl-(piperidin-4-yl)amino]-1,3-benzothiazol-6-yl}-2-methylimidazo[1,2-b]pyridazine-8-carbonitrile hydrochloride Cl.FC1=CC(=CC2=C1N=C(S2)N(C2CCNCC2)C)C=2C=C(C=1N(N2)C=C(N1)C)C#N